(2S)-1-[1-[4-fluoro-2-[2-(2,2,2-trifluoroacetyl)oxyethoxy]phenyl]-4-hydroxy-pyrazolo[3,4-d]pyrimidin-6-yl]pyrrolidine-2-carboxylic acid FC1=CC(=C(C=C1)N1N=CC=2C1=NC(=NC2O)N2[C@@H](CCC2)C(=O)O)OCCOC(C(F)(F)F)=O